N1=NC(=CC2=C1NC=C2)C2CCN(CC2)C(=O)OC(C)(C)C tert-butyl 4-(7H-pyrrolo[2,3-c]pyridazin-3-yl)piperidine-1-carboxylate